3-(chloromethyl)-N-[(2,4-dimethoxyphenyl)methyl]pyridin-2-amine ClCC=1C(=NC=CC1)NCC1=C(C=C(C=C1)OC)OC